O=C1NC2=C(SC1)C=CC(=N2)N2C(OCC2)=O 3-(3-oxo-4H-pyrido[3,2-b][1,4]thiazin-6-yl)-1,3-oxazolidin-2-one